ClC1=NC=2N(CC(N(C2C=N1)C([2H])([2H])[2H])=O)CC1=CC=C(C=C1)C=1N(C=C(N1)C(F)(F)F)C 2-chloro-5-(methyl-d3)-8-(4-(1-methyl-4-(trifluoromethyl)-1H-imidazol-2-yl)benzyl)-7,8-dihydro-pteridin-6(5H)-one